FC(C1=CC=C(C=C1)C1=NC=NC2=CC=CC=C12)(F)F 4-(4-(trifluoromethyl)phenyl)quinazoline